tetrachloroIsoindolinone C1=CC2=C(C(=C1)Cl)C(N(C2=O)Cl)(Cl)Cl